BrC1=CC=CC=2C=CC3=CC=CC(=C3C12)Br 4,5-dibromophenanthrene